C(C)(C)(C)OC(=O)N1C[C@H](OC2=C(C1)N=C(C(=C2)F)O)CC (R)-2-ethyl-8-fluoro-7-hydroxy-2,3-dihydropyrido[2,3-f][1,4]oxazepine-4(5H)-carboxylic acid tert-butyl ester